1-(2-cyclopropyl-2-oxoacetyl)-4-fluoro-N-{phenyl[4-(propan-2-yl)phenyl]methyl}pyrrolidine-2-carboxamide C1(CC1)C(C(=O)N1C(CC(C1)F)C(=O)NC(C1=CC=C(C=C1)C(C)C)C1=CC=CC=C1)=O